N-Cyclopentyl-4-oxo-3-(2-(trifluoromethoxy)ethyl)-3,4-dihydroimidazo[5,1-d][1,2,3,5]tetrazine-8-carboxamide C1(CCCC1)NC(=O)C=1N=CN2C1N=NN(C2=O)CCOC(F)(F)F